CN1CC2=C3CCCNC3=CC=C2C1=O 2-methyl-6,7,8,9-tetrahydro-1H-pyrrolo[3,4-f]quinolin-3-one